ClC=1C=C2C(=CC1)NC(C21CCN(CC1)CCOC=1C=C2CNCC2=CC1)=O 5-chloro-1'-[2-(2,3-dihydro-1H-isoindol-5-yloxy)ethyl]-1,2-dihydrospiro[indole-3,4'-piperidin]-2-one